CNC(=O)N1CCN(CC1)C(=O)C=1N(C=CC=CC1)C(C1=CC=CC=C1)(C1=CC=CC=C1)C1=CC=CC=C1 N-methyl-4-((R)-1-tritylazepine-2-carbonyl)piperazine-1-carboxamide